2-oxo-1,2-dihydroquinoline-6-sulfonyl chloride O=C1NC2=CC=C(C=C2C=C1)S(=O)(=O)Cl